[N+](=O)([O-])C1=C(C(=C(C=2C(C3=CC=CC=C3C(C12)=O)=O)[N+](=O)[O-])Cl)Cl 1,4-dinitro-2,3-dichloroanthraquinone